Cl.O1C(=NC=C1)C(C)N 1-(oxazol-2-yl)ethan-1-amine hydrochloride